(S)-8-(4-chloro-2-fluorophenyl)-2,3-dimethyl-6-(6-(1-methyl-1H-pyrazol-4-yl)-5-oxa-8-azaspiro[3.5]nonan-8-yl)pyrido[3,4-d]pyrimidin-4(3H)-one ClC1=CC(=C(C=C1)C1=NC(=CC2=C1N=C(N(C2=O)C)C)N2C[C@@H](OC1(CCC1)C2)C=2C=NN(C2)C)F